N-(2-((4,4-difluoro-cyclohexyl)amino)-2,3-dihydro-1H-inden-5-yl)acrylamide FC1(CCC(CC1)NC1CC2=CC=C(C=C2C1)NC(C=C)=O)F